CC1=C(C2=C(C(=N1)F)C[C@@H]1CC[C@H]2N1C1=CC=C(C=C1)OC)O methyl-(5R,8S)-1-fluoro-10-(4-methoxyphenyl)-6,7,8,9-tetrahydro-5H-5,8-epiminocyclohepta[c]pyridin-4-ol